N-[3-[2-[2-[[(3S)-3-(dimethylamino)pyrrolidine-1-carbonyl]amino]thiazol-5-yl]ethynyl]-4-methyl-phenyl]-4-(trifluoromethyl)pyridine-2-carboxamide CN([C@@H]1CN(CC1)C(=O)NC=1SC(=CN1)C#CC=1C=C(C=CC1C)NC(=O)C1=NC=CC(=C1)C(F)(F)F)C